methyl 2-(4-bromoisothiazol-3-yl)propanoate BrC=1C(=NSC1)C(C(=O)OC)C